6-chloro-5-fluoro-indolin ClC1=C(C=C2CCNC2=C1)F